(3-chlorophenyl)quinazolin-4-amine ClC=1C=C(C=CC1)C1=NC2=CC=CC=C2C(=N1)N